NC=1C(=C(C=CC1)S(=O)(=O)NCC1=C(C=C(C=C1)OC)OC)N1N=CC(=C1)Br amino-2-(4-bromo-1H-pyrazol-1-yl)-N-(2,4-dimethoxybenzyl)benzenesulfonamide